4-methoxy-N-[(1s,4s)-4-{[4-cyano-3-(trifluoromethyl)phenyl]amino}cyclohexyl]benzamide COC1=CC=C(C(=O)NC2CCC(CC2)NC2=CC(=C(C=C2)C#N)C(F)(F)F)C=C1